C(C1=CC=CC=C1)C(C(=O)C1=CC=C(C=C1)N1CCOCC1)(CC)N(C)C 2-benzyldimethylamino-1-(4-morpholinylphenyl)-butan-1-one